O1CC(=CC1)C1=CC2=C(N(C(C(N2C)=O)=O)C2CCN(CC2)C2=NC=C(C=N2)C#N)N=C1 2-(4-(7-(2,5-dihydrofuran-3-yl)-1-methyl-2,3-dioxo-2,3-dihydropyrido[2,3-b]pyrazine-4(1H)-yl)piperidin-1-yl)pyrimidine-5-carbonitrile